[4,4-dimethyl-6-oxo-1-[pyridin-1-ium-3-yl-[(1R,2R)-2-[[(2R,4S)-2-(trifluoromethyl)chroman-4-yl]carbamoyl]cyclopropyl]methyl]hexahydropyrimidin-2-ylidene]ammonium CC1(NC(N(C(C1)=O)C([C@H]1[C@@H](C1)C(N[C@H]1C[C@@H](OC2=CC=CC=C12)C(F)(F)F)=O)C=1C=[NH+]C=CC1)=[NH2+])C